FC1=C(C=CC(=C1)C1=NOC(=N1)C(F)(F)F)C(COC1=CC=CC=C1)=O 1-(2-fluoro-4-(5-(trifluoromethyl)-1,2,4-oxadiazol-3-yl)phenyl)-2-phenoxyethan-1-one